(6-chloro-2-((1r,4r)-4-(hydroxymethyl)cyclohexyl)-2H-indazol-5-yl)-6-(trifluoromethyl)Pyridinecarboxamide ClC=1C(=CC2=CN(N=C2C1)C1CCC(CC1)CO)C=1C(=NC(=CC1)C(F)(F)F)C(=O)N